2-[4-(4-aminopiperidin-1-yl)-3-(3-chloro-5-methylphenyl)cinnolin-6-yl]-6-fluorophenol NC1CCN(CC1)C1=C(N=NC2=CC=C(C=C12)C1=C(C(=CC=C1)F)O)C1=CC(=CC(=C1)C)Cl